cysteine ethyl ester, hydrochloride Cl.C(C)OC([C@@H](N)CS)=O